2-((2S,4S)-1-acryloyl-4-(6,8-dichloro-7-(2-chloro-3-methylphenyl)-4-(((S)-1-methylpyrrolidin-2-yl)methoxy)-1H-[1,2,3]triazolo[4,5-c]quinolin-1-yl)piperidin-2-yl)acetonitrile C(C=C)(=O)N1[C@@H](C[C@H](CC1)N1N=NC=2C(=NC=3C(=C(C(=CC3C21)Cl)C2=C(C(=CC=C2)C)Cl)Cl)OC[C@H]2N(CCC2)C)CC#N